1-{5-[(R)-(1,3-dimethyl-azetidin-3-yl)-hydroxy-(4-isopropyl-phenyl)-methyl]-pyridin-3-ylethynyl}-cyclopropanesulfonic acid amide CN1CC(C1)(C)[C@@](C=1C=C(C=NC1)C#CC1(CC1)S(=O)(=O)N)(C1=CC=C(C=C1)C(C)C)O